[N-]=[N+]=[N-].[N-]=[N+]=[N-].[N-]=[N+]=[N-].C1(=CC(=CC(=C1)C)C)C mesitylene triazide